(S)-2-amino-N-(1-(4-ethynyl-3-oxo-2-phenyl-2,3,7,8,9,10-hexahydrocyclohepta[de]isoquinolin-1-yl)ethyl)pyrazolo[1,5-a]pyrimidine-3-carboxamide NC1=NN2C(N=CC=C2)=C1C(=O)N[C@@H](C)C=1N(C(C=2C(=CC=C3C2C1CCCC3)C#C)=O)C3=CC=CC=C3